ClC1=C(C=CC2=C1C(=NC(C(N2)=O)C)C2=C(C(=CC=C2F)OC)F)Cl 6,7-dichloro-5-(2,6-difluoro-3-methoxy-phenyl)-3-methyl-1,3-dihydro-1,4-benzodiazepin-2-one